C(#N)C1=C2CN(C(NC2=CC=C1)=O)CC(=O)N[C@@H](C)C1=NC=C(C=C1)C#N (5-cyano-2-oxo-1,4-dihydroquinazolin-3-yl)-N-[(1S)-1-(5-cyanopyridin-2-yl)ethyl]acetamide